2-(2,6-dioxopiperidin-3-yl)-5-((15-(5-(5-methyl-5H-pyrido[4,3-b]indol-7-yl)pyridin-2-yl)-3,6,9,12-tetraoxapentadec-14-yn-1-yl)oxy)isoindoline-1,3-dione O=C1NC(CCC1N1C(C2=CC=C(C=C2C1=O)OCCOCCOCCOCCOCC#CC1=NC=C(C=C1)C=1C=CC=2C3=C(N(C2C1)C)C=CN=C3)=O)=O